ethyl 5-(2-cyclopropyl-5-(trifluoromethoxy)phenyl)-1,3,4-oxadiazole-2-carboxylate C1(CC1)C1=C(C=C(C=C1)OC(F)(F)F)C1=NN=C(O1)C(=O)OCC